OC=1C=C(C=CC1O)C=1OC2=C(C(C1)=O)C(=CC(=C2)O)O 2-(3,4-dihydroxyphenyl)-5,7-dihydroxy-4H-1-benzopyran-4-one